C=1NC=C2C=NC=3C=CC=CC3C21 Pyrrolo[3,4-c]quinoline